ClC1=C(C=C(C=C1OC)OC)C1=NC(=NC(=C1C1=C(C=C(C=C1)F)Cl)CC)C 4-(2-chloro-3,5-dimethoxyphenyl)-5-(2-chloro-4-fluorophenyl)-6-ethyl-2-methylpyrimidine